CC=1C=C(C=C(C1[N+](=O)[O-])C)OC 3,5-dimethyl-4-nitroanisole